ClC1=C(OCC(=O)NC2CN(C2)S(=O)(=O)C2=C(C(=C(C(=C2F)F)F)F)F)C=CC(=C1)Cl 2-(2,4-dichlorophenoxy)-N-(1-((perfluorophenyl)sulfonyl)azetidin-3-yl)acetamide